(E)-5-(6-(bis(4-methoxybenzyl)amino)-4-bromo-2-chloropyridin-3-yl)pent-4-enoic acid COC1=CC=C(CN(C2=CC(=C(C(=N2)Cl)/C=C/CCC(=O)O)Br)CC2=CC=C(C=C2)OC)C=C1